6,6'-((4-((tert-butyldimethylsilyl)oxy)butyl)azanediyl)bis(hexan-1-ol) [Si](C)(C)(C(C)(C)C)OCCCCN(CCCCCCO)CCCCCCO